ClC1=CC=C(C=N1)CN(C1=CC(OC1)=O)CC(F)F 4-[[(6-chloro-3-pyridyl)methyl](2,2-difluoroethyl)amino]-2(5H)-furanone